(S)-tert-butyl-4-((cis)-4-(4-amino-3-iodo-1H-pyrazolo[3,4-d]pyrimidin-1-yl)cyclohexyl)-2-methylpiperazine-1-carboxylate C(C)(C)(C)OC(=O)N1[C@H](CN(CC1)[C@@H]1CC[C@@H](CC1)N1N=C(C=2C1=NC=NC2N)I)C